C(#C)C=1C=CC=C2C=CC=C(C12)C1=CC=C2C(=NC(=NC2=C1F)OCC1(CC1)CN1CCCC1)N1C[C@@H](N(CC1)C(C(=C)F)=O)CC#N (S)-2-(4-(7-(8-acetenylnaphthalen-1-yl)-8-fluoro-2-((1-(pyrrolidin-1-ylmethyl)cyclopropyl)methoxy)quinazolin-4-yl)-1-(2-fluoroacryloyl)piperazin-2-yl)acetonitrile